C(=O)(O)C1=C(C=O)C=CC(=C1F)OCC 2-carboxyl-3-fluoro-4-ethoxybenzaldehyde